tert-butyl 3-[4-(8-chloroimidazo[1,2-a]pyrazin-6-yl)pyrazol-1-yl]azetidine-1-carboxylate ClC=1C=2N(C=C(N1)C=1C=NN(C1)C1CN(C1)C(=O)OC(C)(C)C)C=CN2